FC(C1=C(N=NN1C)CN)F [5-(difluoromethyl)-1-methyl-triazol-4-yl]methylamine